2-(5-fluoro-2'-methoxy-6-methyl-[4,4'-bipyridin]-2-yl)-5-(5-fluoropyridin-2-yl)-1,3,4-oxadiazole FC=1C(=CC(=NC1C)C=1OC(=NN1)C1=NC=C(C=C1)F)C1=CC(=NC=C1)OC